3,5-difluoro-4-hydroxy-N-({(1r,4r)-4-[6-(1,2,4-thiadiazol-5-yl)-2H-indazol-2-yl]cyclohexyl}methyl)benzamide FC=1C=C(C(=O)NCC2CCC(CC2)N2N=C3C=C(C=CC3=C2)C2=NC=NS2)C=C(C1O)F